Tert-butyl N-(cyclopropylmethyl)-N-[4-[4-[[3-(difluoromethyl)-1-[4-[[2-(2-hydroxyethoxy) ethylamino]methyl]phenyl]pyrazol-4-yl]carbamoyl]oxazol-2-yl]-2-pyridyl]carbamate C1(CC1)CN(C(OC(C)(C)C)=O)C1=NC=CC(=C1)C=1OC=C(N1)C(NC=1C(=NN(C1)C1=CC=C(C=C1)CNCCOCCO)C(F)F)=O